tert-Butyl-5-(4-((tert-butoxycarbonyl(methyl)amino)methyl)-2-fluoro-6-(trifluoromethyl)phenyl)-1H-pyrazolo[3,4-c]pyridine-1-carboxylate C(C)(C)(C)OC(=O)N1N=CC=2C1=CN=C(C2)C2=C(C=C(C=C2C(F)(F)F)CN(C)C(=O)OC(C)(C)C)F